CCCCCCCCCCCCCCCCCCCCCCCCCCCCC N-nonacosane